(2E)-2-(methoxyimino)-N-methyl-2-(2-[(E)-({1-[3-(trifluoromethyl)phenyl]ethoxy}imino)methyl]phenyl)ethanamide CO\N=C(\C(=O)NC)/C1=C(C=CC=C1)/C=N/OC(C)C1=CC(=CC=C1)C(F)(F)F